C[SiH2]OP(=O)(O[SiH2]C)O[SiH2]C tri(methylsilyl)phosphate